1-(2-chloropyridin-3-yl)-4-methylpiperazine ClC1=NC=CC=C1N1CCN(CC1)C